COC=1C=C(C=C(C1OC)OC)C1=CC=CC=C1 3,4,5-trimethoxy-1,1'-biphenyl